C1=CC=CC=2C3=CC=CC=C3C(C12)COC(=O)N[C@H](C(=O)OC)CI methyl (R)-2-((((9H-fluoren-9-yl) methoxy) carbonyl) amino)-3-iodopropionate